1-[6-(2-hydroxy-4,6-dimethyl-phenyl)pyridazin-3-yl]-3,4-dihydro-2H-quinolin-8-ol OC1=C(C(=CC(=C1)C)C)C1=CC=C(N=N1)N1CCCC2=CC=CC(=C12)O